2-(3-acetyl-5-(2-(ethoxycarbonyl)pyrazolo[1,5-a]pyrimidin-6-yl)-1H-indazol-1-yl)acetic acid C(C)(=O)C1=NN(C2=CC=C(C=C12)C=1C=NC=2N(C1)N=C(C2)C(=O)OCC)CC(=O)O